5,8-dimethoxy-1,4-naphthalenedione dioxime benzoate C(C1=CC=CC=C1)(=O)O.COC1=C2C(C=CC(C2=C(C=C1)OC)=NO)=NO